BrC1=C(N(C=C1)C(=O)OC(C)(C)C)C(=O)OC 1-(tert-Butyl) 2-methyl 3-bromo-1H-pyrrole-1,2-dicarboxylate